8-(1-(2,2-difluoroethyl)-1H-pyrazolo[3,4-b]pyrazin-6-yl)-2-(3-methyl-6-(trifluoromethyl)pyrazin-2-yl)-2,8-diazaspiro[4.5]decane FC(CN1N=CC=2C1=NC(=CN2)N2CCC1(CCN(C1)C1=NC(=CN=C1C)C(F)(F)F)CC2)F